benzyl (3S,5R)-4-(2-hydroxyethyl)-3,5-dimethylpiperazine-1-carboxylate OCCN1[C@H](CN(C[C@H]1C)C(=O)OCC1=CC=CC=C1)C